4-(2-ethoxy-5-methylsulfonylphenyl)-2-methyl-5,6,7,8-tetrahydro-isoquinolin-1-one C(C)OC1=C(C=C(C=C1)S(=O)(=O)C)C1=CN(C(C=2CCCCC12)=O)C